3-(trans-3-(4-(6-(azetidin-1-yl)pyridin-2-yl)-1H-pyrazol-1-yl)cyclobutyl)propan-1-amine N1(CCC1)C1=CC=CC(=N1)C=1C=NN(C1)[C@@H]1C[C@H](C1)CCCN